methyl (E)-3-[2-methylsulfanyl-4-(spiro[2.4]heptan-7-ylamino)pyrimidin-5-yl]prop-2-enoate CSC1=NC=C(C(=N1)NC1CCCC12CC2)/C=C/C(=O)OC